NC1=C(C(=O)O)C=CC(=C1)[C@@H](C)NC(=O)N1CC(NC[C@H](C1=O)CC1=C(C=CC(=C1)Cl)OC)=NOC1=CC(=CC(=C1)F)F 2-amino-4-{(1R)-1-[({(6R)-6-(5-chloro-2-methoxybenzyl)-3-[(3,5-difluorophenoxy)imino]-7-oxo-1,4-diazepan-1-yl}carbonyl)amino]ethyl}benzoic acid